CC1=CC2=C(NC(=N2)CNC2=NC(=NC=3N2N=CC3)SC)C=C1 N-((5-methyl-1H-benzo[d]imidazol-2-yl)methyl)-2-(methylthio)pyrazolo[1,5-a][1,3,5]triazin-4-amine